2-acetyl-4-methylphenol C(C)(=O)C1=C(C=CC(=C1)C)O